methyl (2S)-3-(1-ethyl-5-fluoro-2-oxo-4-pyridyl)-2-methyl-propanoate C(C)N1C(C=C(C(=C1)F)C[C@@H](C(=O)OC)C)=O